The molecule is a member of the class of 7-hydroxyisoflavones that is pseudobaptigenin substituted by hydroxy group at position 5. It is a member of benzodioxoles and a member of 7-hydroxyisoflavones. It derives from a pseudobaptigenin. It is a conjugate acid of a 5-hydroxypseudobaptigenin(1-). C1OC2=C(O1)C=C(C=C2)C3=COC4=CC(=CC(=C4C3=O)O)O